Glycerol 1-(18-methyleicosanoate) CC(CCCCCCCCCCCCCCCCC(=O)OCC(O)CO)CC